2,2,3,3,4,4,5,5,5-nonafluorovalerate FC(C(=O)[O-])(C(C(C(F)(F)F)(F)F)(F)F)F